C(C)(C)(C)OC(=O)N(C(=O)OC(C)(C)C)CC1=CC=2C=NC(=CC2N1C(=O)OC(C)(C)C)Br tert-butyl 2-[[bis(tert-butoxycarbonyl)amino]methyl]-6-bromo-pyrrolo[3,2-c]pyridine-1-carboxylate